ClC1=NC(=CC(=C1)N1N=CC=C1)C(C)C 2-chloro-6-isopropyl-4-(1H-pyrazol-1-yl)pyridine